tert-butyl N-(6-bromothiazolo[4,5-b]pyrazin-2-yl)carbamate BrC=1N=C2C(=NC1)N=C(S2)NC(OC(C)(C)C)=O